ClC1=NC(=CC(=C1)C(/C=C/C(=O)OCC)(F)F)Cl Ethyl (E)-4-(2,6-dichloro-4-pyridyl)-4,4-difluoro-but-2-enoate